7-(1-methyl-1H-pyrazol-4-yl)-N-(2-methyl-5-(2-(1-methyl-1,4,6,7-tetrahydro-5H-imidazo[4,5-c]pyridin-5-yl)acetamido)pyridin-3-yl)-[1,2,4]triazolo[4,3-a]pyridine-3-carboxamide CN1N=CC(=C1)C1=CC=2N(C=C1)C(=NN2)C(=O)NC=2C(=NC=C(C2)NC(CN2CC1=C(CC2)N(C=N1)C)=O)C